(S)-2-amino-3-(7-(trifluoromethyl)-1H-indol-3-yl)propanoic acid N[C@H](C(=O)O)CC1=CNC2=C(C=CC=C12)C(F)(F)F